(S)-5-(2,2-dimethyltetrahydro-2H-pyran-4-yl)-1H-indole-2-carboxylic acid ethyl ester C(C)OC(=O)C=1NC2=CC=C(C=C2C1)[C@@H]1CC(OCC1)(C)C